[OH-].C[N+](C1CCCCC1)(C1CCCCC1)C dimethyldicyclohexyl-ammonium hydroxide